tert-butyl 4-(5-fluoro-4-hydroxypyrido[3,4-d]pyrimidin-6-yl)piperazine-1-carboxylate FC1=C(N=CC=2N=CN=C(C21)O)N2CCN(CC2)C(=O)OC(C)(C)C